F[C@@H]1[C@@H](C1)C(=O)NC1=NC=C2C=C(C=3N(C2=C1)N=CN3)C=3C=NC(=CC3C)\C(\CC)=N/O (1S,2S)-2-Fluoro-N-(4-(6-((Z)-1-(hydroxyimino)propyl)-4-methylpyridin-3-yl)-[1,2,4]triazolo[1,5-a][1,6]naphthyridin-8-yl)cyclopropane-1-carboxamide